O1[C@H](C1)[C@H]1N=CC2=CC=CC=C2C1 (S)-3-((S)-oxiran-2-yl)-3,4-dihydroisoquinoline